6-(3-Ethyl-1-methyl-1H-pyrazol-5-yl)-N-methyl-N-(3-(o-tolyloxy)propyl)pyrimidin-4-amine C(C)C1=NN(C(=C1)C1=CC(=NC=N1)N(CCCOC1=C(C=CC=C1)C)C)C